C(COCC=CC(=O)N)OCC=CC(=O)N N'-[ethylenedi(oxymethylene)]bis(acrylamide)